tert-butyl 6-((1-methyl-7-(trifluoromethyl)-1H-indazol-6-yl)methylene)-2-azaspiro[3.3]heptane-2-carboxylate CN1N=CC2=CC=C(C(=C12)C(F)(F)F)C=C1CC2(CN(C2)C(=O)OC(C)(C)C)C1